C1(CCCC1)N1C(C(=CC2=C1N=C(N=C2)S(=O)C)C#N)=O 8-cyclopentyl-2-(methylsulfinyl)-7-oxo-7,8-dihydropyrido[2,3-d]pyrimidine-6-carbonitrile